N-(1-(2-hydroxyethyl)-2-(trifluoromethyl)-1H-pyrrolo[3,2-c]pyridin-6-yl)cyclopropanecarboxamide OCCN1C(=CC=2C=NC(=CC21)NC(=O)C2CC2)C(F)(F)F